iso-propyl-sulfonate C(C)(C)S(=O)(=O)[O-]